phenyl-thiophene C1(=CC=CC=C1)C=1SC=CC1